C(C)(C)(C)OC(N[C@@H]1CC[C@H](CC1)C=1SC(=CN1)C1=C(C=C(C=C1)NC(NCC1=CC=CC=C1)=O)S(NC(C)(C)C)(=O)=O)=O trans-N-[4-[5-[4-(benzylcarbamoylamino)-2-(tert-butylsulfamoyl)phenyl]thiazol-2-yl]cyclohexyl]carbamic acid tert-butyl ester